C1(=CC=CC2=CC=CC=C12)CCO 2-(1-naphthyl)ethanol